C(CCCCCCCCC)#N Decanenitrile